2-(2,2-Difluoroethyl)-1-(6-(2-hydroxypropan-2-yl)-4-(methoxymethoxy)pyridin-2-yl)-6-methylsulfanyl-1,2-dihydro-3H-pyrazolo[3,4-d]pyrimidin-3-one FC(CN1N(C2=NC(=NC=C2C1=O)SC)C1=NC(=CC(=C1)OCOC)C(C)(C)O)F